C(C)(C)(C)OC(CC[C@@H](C(=O)N)N1C(C2=CC=CC(=C2C1=O)NC1=C(C=C2CCC(N(C2=C1)C)=O)C1=CN(C(C(=C1)C)=O)C)=O)=O (S)-5-amino-4-(4-((6-(1,5-dimethyl-6-oxo-1,6-dihydropyridin-3-yl)-1-methyl-2-oxo-1,2,3,4-tetrahydroquinolin-7-yl)amino)-1,3-dioxoisoindolin-2-yl)-5-oxopentanoic acid tert-butyl ester